(R)-4-((6-hydroxy-2-pyridinyl)methyl)-1,3-dimethyl-8-(2-aminopyridin-4-yl)-3,4-dihydro-1H-benzo[e][1,4]diazepine OC1=CC=CC(=N1)CN1[C@@H](CN(C2=C(C1)C=CC(=C2)C2=CC(=NC=C2)N)C)C